N-(2-bromo-4-chlorophenyl)-2-((4-(8-chloro-2-methyl-4-oxoquinazolin-3(4H)-yl)phenyl)thio)acetamide BrC1=C(C=CC(=C1)Cl)NC(CSC1=CC=C(C=C1)N1C(=NC2=C(C=CC=C2C1=O)Cl)C)=O